4,5,6,7-tetrahydro-5-[6-methyl-2-(1-methylethyl)-4-pyrimidinyl]-thiazolo[5,4-c]pyridin-2-amine CC1=CC(=NC(=N1)C(C)C)N1CC2=C(CC1)N=C(S2)N